ClC1=NC(=CC=2N(C(NC(C21)=O)=O)C=2C=NN(C2)C)Cl 5,7-dichloro-1-(1-methyl-1H-pyrazol-4-yl)pyrido[4,3-d]pyrimidine-2,4(1H,3H)-dione